CCCCCCCCCCCCCC/C=C\\OC[C@H](COP(=O)([O-])OCC[N+](C)(C)C)OC(=O)CCC/C=C\\C/C=C\\C/C=C\\C/C=C\\CCCCC The molecule is a 1-O-(alk-1-enyl)-2-O-acyl-sn-glycero-3-phosphocholine in which the alk-1-enyl and acyl groups are specified as (1Z)-hexadecenyl and arachidonoyl respectively. It derives from an arachidonic acid.